COC1=CC=C(C=C1)C(C)=O 4'-methoxy-acetophenone